9-heptadecylamine CCCCCCCCC(CCCCCCCC)N